Cl.O[C@H]1CN(CC1)CC=1C=NC2=C(N=CC=C2C1)NC=1C(=C(C=CC1)B(O)O)C (R)-(3-((3-((3-hydroxypyrrolidin-1-yl)methyl)-1,7-naphthyridin-8-yl)amino)-2-methylphenyl)boronic acid hydrochloride